CN(C=1C=CC2=C([Si](C3=C(C2=CCCC(=O)O)C=CC(=C3)N(C)C)(C)C)C1)C 4-(3,7-Bis(dimethylamino)-5,5-dimethyldibenzo[b,e]silin-10(5H)-yliden)butanoic acid